FC=1C=C2C[C@H](CN3C2=C(C1)C(=C3)C(C)C)N(C)C (R)-8-fluoro-1-isopropyl-N,N-dimethyl-5,6-dihydro-4H-pyrrolo[3,2,1-ij]quinolin-5-amine